[Si](C)(C)(C(C)(C)C)OCCC1=C(C=CC=C1)O 2-((tert-butyldimethylsilyloxy)ethyl)phenol